BrC=1C=CC(=C(C(=O)N)C1)S(N[C@@H]([C@H](C)C1=C(C(=CC=C1F)Cl)C)C=1OC(NN1)=O)(=O)=O 5-bromo-2-(N-((1S,2R)-2-(3-chloro-6-fluoro-2-methylphenyl)-1-(5-oxo-4,5-dihydro-1,3,4-oxadiazol-2-yl)propyl)sulfamoyl)benzamide